Perfluorooctyl-triethoxysilane FC(C(F)(F)F)(O[Si](OC(C(F)(F)F)(F)F)(OC(C(F)(F)F)(F)F)C(C(C(C(C(C(C(C(F)(F)F)(F)F)(F)F)(F)F)(F)F)(F)F)(F)F)(F)F)F